N-[3-[1H-imidazol-5-ylmethyl(methyl)amino]phenyl]-N-isobutyl-3-methoxy-benzamide N1C=NC=C1CN(C=1C=C(C=CC1)N(C(C1=CC(=CC=C1)OC)=O)CC(C)C)C